C[C@@]1(CN(CC1)C(C=C)=O)C#CC1=CC=C(C=C1)C(F)(F)F 1-[(3S)-3-methyl-3-{2-[4-(trifluoromethyl)phenyl]ethynyl}pyrrolidin-1-yl]prop-2-en-1-one